(S)-2-((5-Ethyl-1H-pyrrol-2-yl)(2-methoxyphenyl)(phenyl)methyl)-3-phenyl-1H-indole C(C)C1=CC=C(N1)[C@](C=1NC2=CC=CC=C2C1C1=CC=CC=C1)(C1=CC=CC=C1)C1=C(C=CC=C1)OC